4-chloro-2-nitrochlorobenzyl chloride ClC1=CC(=C(C(Cl)Cl)C=C1)[N+](=O)[O-]